C(CC)OCCC 1-n-propylether